6-(6-((tert-butyldimethylsilyl)ethynyl)-4-methylpyridin-3-yl)furo[2,3-d]pyrimidin-4-amine [Si](C)(C)(C(C)(C)C)C#CC1=CC(=C(C=N1)C1=CC2=C(N=CN=C2N)O1)C